2-acrylamido-2-methyl-propyl-sodium C(C=C)(=O)NC(C[Na])(C)C